FC1=C(COC=2C=CC3=C(C(=C(O3)C)C(=O)NC(CO)(C)C)C2)C=CC=C1 5-((2-fluorobenzyl)oxy)-N-(1-hydroxy-2-methylpropan-2-yl)-2-methylbenzofuran-3-carboxamide